cis-2-(Isopropylsulfonyl)-7-methyl-N-(3,4,5-trifluorophenyl)-2,3,3a,4,10,10a-hexahydro-1H,7H-dipyrrolo[3,4-b:3',4'-f][1,4,5]oxathiazocin-8-carboxamid-5,5-dioxid C(C)(C)S(=O)(=O)N1C[C@H]2NS(C=3C(OC[C@H]2C1)=C(N(C3)C)C(=O)NC3=CC(=C(C(=C3)F)F)F)(=O)=O